5-fluoro-N4-(3-hydroxyphenyl)-2,4-pyrimidinediamine FC=1C(=NC(=NC1)N)NC1=CC(=CC=C1)O